COC(=O)C=1OC2=C(C1)C=C(C=C2)CC=2C=NC=CC2 5-(pyridine-3-ylmethyl)benzofuran-2-carboxylic acid methyl ester